C1(=CC=CC=C1)C(C(=O)N)(C)C1=CC=CC=C1 2,2-diphenyl-propionamide